5-methyl-7-[6-[3-[[1-(2-piperazin-1-ylethyl)-4-piperidyl]oxy]cyclobutoxy]-3-pyridyl]pyrido[4,3-b]indole CN1C2=C(C=3C=CC(=CC13)C=1C=NC(=CC1)OC1CC(C1)OC1CCN(CC1)CCN1CCNCC1)C=NC=C2